5-amino-8-(2,6-dimethyl-4-pyridinyl)-2-[(6-methoxypyridazin-3-yl)methyl]-7-phenyl-[1,2,4]triazolo[4,3-c]pyrimidin-3-one NC1=NC(=C(C=2N1C(N(N2)CC=2N=NC(=CC2)OC)=O)C2=CC(=NC(=C2)C)C)C2=CC=CC=C2